ClC1=CC=C2C(=N1)N=C(S2)N2CCOCC2 4-(5-chlorothiazolo[4,5-b]pyridin-2-yl)morpholine